FC1=CC(=C(C=C1NC(=O)NC1=CC=C(C=C1)COC1=CC=C(C=C1)OC(F)(F)F)NS(=O)(=O)C)O N-(4-fluoro-2-hydroxy-5-(3-(4-((4-(trifluoromethoxy)phenoxy)methyl)phenyl)ureido)phenyl)methanesulfonamide